2-(2-Aminopyridin-4-yl)-7-(cyclopropylmethyl)-5-methyl-3-phenyl-1,5,6,7-tetrahydro-4H-pyrrolo-[3,2-c]pyridin-4-one NC1=NC=CC(=C1)C1=C(C=2C(N(CC(C2N1)CC1CC1)C)=O)C1=CC=CC=C1